C1(CC1)NC1=NC=CC(=N1)O[C@H]1CC(N(C1)CC(=O)NC=1C=CC=C2C(=CNC12)C1=NC(=NC=C1C)NC1=NN(C(=C1)C)C)=O (S)-2-(4-((2-(cyclopropylamino)pyrimidin-4-yl)oxy)-2-oxopyrrolidin-1-yl)-N-(3-(2-((1,5-dimethyl-1H-pyrazol-3-yl)amino)-5-methylpyrimidin-4-yl)-1H-indol-7-yl)acetamide